5-(2,6-diazaspiro[3.3]heptan-2-ylmethyl)-1H-pyridin-2-one C1N(CC12CNC2)CC=2C=CC(NC2)=O